C(C)(=O)C=1C2=C(C(=NC1)N)C(=NN2[C@@H]2CN(CC2)C(C=C)=O)C#CC2=CC1=C(N(C=N1)C)C=C2F 1-[(3S)-3-[7-acetyl-4-amino-3-[2-(6-fluoro-1-methyl-benzo[d]imidazol-5-yl)ethynyl]pyrazolo[4,3-c]pyridin-1-yl]pyrrolidin-1-yl]-2-propen-1-one